3-methoxybenzylthiourea COC=1C=C(CNC(=S)N)C=CC1